(3R)-3-Amino-7-[3-(benzyloxymethyl)-1,2,4-oxadiazol-5-yl]-5-[(4-chlorophenyl)methyl]-8-fluoro-1,1-dioxo-2,3-dihydro-1λ6,5-benzothiazepin-4-one N[C@H]1CS(C2=C(N(C1=O)CC1=CC=C(C=C1)Cl)C=C(C(=C2)F)C2=NC(=NO2)COCC2=CC=CC=C2)(=O)=O